NC1=NC2=CC=C(C=C2C=C1C)C(=O)N(CC1=NC=C(C=C1)C(F)(F)F)[C@@H]1[C@H](C1)C1CC1 2-amino-N-((1R,2S)-[1,1'-bi(cyclopropyl)]-2-yl)-3-methyl-N-((5-(trifluoromethyl)-2-pyridinyl)methyl)-6-quinolinecarboxamide